tert-butyl 6-(5-chloropyrimidin-2-yl)-2-azaspiro[3.3]heptane-2-carboxylate ClC=1C=NC(=NC1)C1CC2(CN(C2)C(=O)OC(C)(C)C)C1